2,6-dibromo-4-[2-ethyl-4-(2-pentyl-2,3-dihydro-1H-inden-5-yl)phenyl]phenol BrC1=C(C(=CC(=C1)C1=C(C=C(C=C1)C=1C=C2CC(CC2=CC1)CCCCC)CC)Br)O